[1-[4-[Methyl(tetrahydropyran-4-yl)amino]-5-oxido-6,7-dihydrothieno[3,2-d]pyrimidin-5-ium-2-yl]azetidin-3-yl]-4-(methylcarbamoyl)benzoat CN(C=1C2=C(N=C(N1)N1CC(C1)OC(C1=CC=C(C=C1)C(NC)=O)=O)CC[S+]2[O-])C2CCOCC2